C[C@H]1CN(C[C@H](O1)C)C1=CC=CC(=N1)C1=NC2=CC(=NC=C2C=C1)CNC(OC(C)(C)C)=O tert-butyl N-[[2-[6-[(2S,6R)-2,6-dimethylmorpholin-4-yl]-2-pyridyl]-1,6-naphthyridin-7-yl]methyl]carbamate